NCC1NC(CC1)=O 2-(aminomethyl)-5-oxopyrrolidine